C(C)(C)(C)OC(NC1(CCN(CC1)C1=NC(=C(N=C1)C(C1=C(C(=CC=C1)Cl)Cl)=O)Cl)C)=O N-{1-[6-chloro-5-(2,3-dichlorobenzoyl)pyrazine-2-yl]-4-methylpiperidin-4-yl}carbamic acid tert-butyl ester